C1N(CCC2=CC=CC=C12)C1CCN(CC1)C1=NC=NC(=C1)OC1=C(C=CC=C1)C(F)(F)F trans-4-(3,4-Dihydroisoquinolin-2(1H)-yl)-1-(6-(2-(trifluoromethyl)phenoxy)pyrimidin-4-yl)piperidine